C(C1=CC=CC=C1)OCC(=O)C1=C(C=C(C=C1O)OCC1=CC=CC=C1)OCC1=CC=CC=C1 2-(benzyloxy)-1-(2,4-bis(benzyloxy)-6-hydroxyphenyl)ethan-1-one